C1(=CC=CC=2C3=CC=CC=C3NC12)C1=C(C2=C([Se]C3=C2C=CC=C3)C=C1)C1=CC=CC=3C2=CC=CC=C2C2=CC=CC=C2C13 (carbazolyl)(triphenyleneyl)dibenzoselenophen